(R)-3-chloro-N1-{2-methyl-4-[1,2,2,2-tetrafluoro-1-(trifluoromethyl)ethyl]Phenyl}-N2-(1-methyl-2-methylsulfonylethyl)phthalic acid diamide ClC1=C(C(C(=O)NC2=C(C=C(C=C2)C(C(F)(F)F)(C(F)(F)F)F)C)=CC=C1)C(=O)N[C@@H](CS(=O)(=O)C)C